C(C1=CC=CC=C1)NCC(CF)O 1-(Benzylamino)-3-fluoropropan-2-ol